CC1=CC=C(C=C1)S(=O)(=O)OC1=C(C(N(C=2N(C(N(C(C21)=O)C2CC2)=O)C2=C(C=C(C=C2)I)F)C)=O)C [3-cyclopropyl-1-(2-fluoro-4-iodo-phenyl)-6,8-dimethyl-2,4,7-trioxo-pyrido[2,3-d]pyrimidin-5-yl] 4-methylbenzenesulfonate